C(#C)C=1N=NC(=CC1)OC 3-ethynyl-6-methoxypyridazine